tert-Butyl 3-((3-aminopyridin-2-yl)amino)azetidine-1-carboxylate NC=1C(=NC=CC1)NC1CN(C1)C(=O)OC(C)(C)C